O1COCC1C(=O)N [1,3]dioxolane-5-carboxamide